CC1=CC(=CC(N1)=O)[C@H]1[C@@H](CNC1)C#N |r| rac-(3s,4r)-4-(6-methyl-2-oxo-1,2-dihydropyridin-4-yl)pyrrolidine-3-carbonitrile